FC(OC1CN(CC12CC2)C=2C=1N(N=C(C2)C=2C(NC(NC2)=O)=O)C=CN1)F 5-(8-(7-(difluoromethoxy)-5-azaspiro[2.4]heptan-5-yl)imidazo[1,2-b]pyridazin-6-yl)pyrimidine-2,4(1H,3H)-dione